(E)-N-(3-(2-hydroxy-3-((3-(2-methoxyphenyl)allyl)amino)propoxy)phenyl)acetamide OC(COC=1C=C(C=CC1)NC(C)=O)CNC\C=C\C1=C(C=CC=C1)OC